8-(6-cyclopropyl-2,6-diazaspiro[3.3]heptan-2-yl)-6-methyl-N-(1-(methylsulfonyl)piperidin-4-yl)pyrido[3,4-d]pyrimidin-2-amine C1(CC1)N1CC2(CN(C2)C2=NC(=CC3=C2N=C(N=C3)NC3CCN(CC3)S(=O)(=O)C)C)C1